C(C)(C)(C)OC(=O)N[C@H](C(=O)OCC1=CC=CC=C1)CCC1=NC=2C(=NC=C(C2)[N+](=O)[O-])N1C benzyl (2S)-2-(tert-butoxycarbonylamino)-4-(3-methyl-6-nitro-imidazo[4,5-b]pyridin-2-yl)butanoate